ON(C12NC(=NC(N1)(O2)N(CC2=CC=CC=C2)O)N(CC2=CC=CC=C2)O)CC2=CC=CC=C2 epoxy-2,4,6-tri(hydroxy-benzylamino)-s-triazine